ClC1=NC(=CC(=N1)OCC1=CC=C(C=C1)OC)C 2-chloro-4-((4-methoxybenzyl)oxy)-6-methylpyrimidine